C(#N)C=1C=NN(C1)C[C@](C(=O)N(C=1C=NC(=C(C1)C(F)(F)F)C#N)CC(C(=O)OC)=C)(C)O (S)-Methyl 2-((3-(4-cyano-1H-pyrazol-1-yl)-N-(6-cyano-5-(trifluoromethyl)pyridin-3-yl)-2-hydroxy-2-methylpropanamido)methyl)acrylate